((2-(dimethylamino)ethyl)(methyl)amino)-4-nitrobenzoic acid CN(CCN(C)C1=C(C(=O)O)C=CC(=C1)[N+](=O)[O-])C